C(C)(C)(C)C1=CC=C(C=C1)C(C=CC1=CC(=C(C=C1)OC)O)=O 1-(4-Tert-butylphenyl)-3-(3-hydroxy-4-methoxyphenyl)prop-2-en-1-one